OCCC1=C(C=CC(=C1)N)N 2-(2-hydroxyethyl)p-phenylenediamine